CN(C(OC(C)(C)C)=O)CCN1N=CC(=C1)[N+](=O)[O-] tert-butyl N-methyl-N-[2-(4-nitro-1H-pyrazol-1-yl)ethyl]carbamate